FC(C1CCC(CC1)C(=O)O)F 4-(difluoromethyl)cyclohexanecarboxylic acid